C(N)(=O)C1=CC(=C(C(=O)N[C@H](C(=O)O)CC2=C3C=CC=NC3=C(C=C2)C2=C(C=C(C=C2OC)COCC)OC)C(=C1)F)F (S)-2-(4-carbamoyl-2,6-difluorobenzoylamino)-3-(8-(4-(ethoxymethyl)-2,6-dimethoxyphenyl)quinolin-5-yl)propionic acid